FC(C(=O)O)(F)F.C12CN(CC(CC1)N2)C2=CC=C(C=N2)C=2C=1N(C=C(C2)C=2C=NN(C2)C)N=CC1C#N 4-(6-(3,8-diazabicyclo[3.2.1]oct-3-yl)pyridin-3-yl)-6-(1-methyl-1H-pyrazol-4-yl)pyrazolo[1,5-a]pyridine-3-carbonitrile trifluoroacetate